C1=CC=CC=2C3=CC=CC=C3C(=CC12)O 9-phenanthrol